3-((3-(2-(diallylamino)ethyl)-1H-indol-7-yl)oxy)-3-oxopropionic acid C(C=C)N(CCC1=CNC2=C(C=CC=C12)OC(CC(=O)O)=O)CC=C